CN1CCC(CC1)NC1=CC=C(C=C1)NC1=NC2=CC=CC=C2C=N1 2-((4-((1-methylpiperidin-4-yl)amino)phenyl)amino)quinazolin